2-phenyl-3-hydroxyethyl-1,3-oxazolidine C1(=CC=CC=C1)C1OCCN1CCO